CN(C=1SC(=C(N1)C(F)(F)F)C(=O)NC(C)C1=CC(=CC=C1)OC(F)(F)F)C1CCOCC1 2-(Methyl-tetrahydro-pyran-4-yl-amino)-4-(trifluoromethyl)-N-[1-[3-(trifluoromethyloxy)-phenyl]-ethyl]-thiazole-5-carboxylic acid amide